NC1CC(CN(C1)C1=NC(=NC=C1C(F)(F)F)NC1=CC=C(C=C1)N1C2COC(C1)C2)O 5-amino-1-{2-[(4-{2-oxa-5-azabicyclo[2.2.1]heptan-5-yl}phenyl)amino]-5-(trifluoromethyl)pyrimidin-4-yl}piperidin-3-ol